2-fluoro-6-(2,3,4-trimethoxyanilino)-9-(tetrahydro-2H-pyran-2-yl)-9H-purine FC1=NC(=C2N=CN(C2=N1)C1OCCCC1)NC1=C(C(=C(C=C1)OC)OC)OC